FC1=C(CNC(=O)C2CCN(CC2)C2=NC=C(C=C2)C(F)(F)F)C=CC(=C1C=1NC(C(=C(N1)C)F)=O)C(F)(F)F N-[2-fluoro-3-(5-fluoro-4-methyl-6-oxo-1,6-dihydropyrimidin-2-yl)-4-(trifluoromethyl)benzyl]-1-[5-(trifluoromethyl)pyridin-2-yl]piperidine-4-carboxamide